(1R,3S)-3-(3-{[(5-chloro-pyridin-2-yl)acetyl]-amino}-1H-pyrazol-5-yl)-cyclopentyl (1-methyl-cyclopropyl)carbamate CC1(CC1)NC(O[C@H]1C[C@H](CC1)C1=CC(=NN1)NC(CC1=NC=C(C=C1)Cl)=O)=O